heptadecyl tridecanoate C(CCCCCCCCCCCC)(=O)OCCCCCCCCCCCCCCCCC